1,2,3,5-tetramethyl-1,4,5,6-tetrahydropyrimidinium C[NH+]1C(N(CC(C1)C)C)C